N-[(3S)-2-oxo-5-phenyl-1,3-dihydro-1,4-benzodiazepine-3-Yl]-2-[6-(prop-2-ylamino)pyridin-3-yl]pyrazolo[1,5-a]pyrimidine-3-carboxamide O=C1NC2=C(C(=N[C@@H]1NC(=O)C=1C(=NN3C1N=CC=C3)C=3C=NC(=CC3)NC(C)C)C3=CC=CC=C3)C=CC=C2